C(C)(C)C=1N(C(C2=CC3=C(C=C2C1)C=NN3)=O)C3CC(C3)C(=O)O 3-(6-isopropyl-8-oxo-1H-pyrazolo[4,3-g]isoquinolin-7-yl)cyclobutanecarboxylic acid